2-(4-(4-chloro-2-fluorophenyl)piperidin-1-yl)benzaldehyde ClC1=CC(=C(C=C1)C1CCN(CC1)C1=C(C=O)C=CC=C1)F